Methyl-(2RS)-2-{[(E)-{2-chloro-4-fluoro-5-[3-methyl-2,6-dioxo-4-(trifluoromethyl)-3,6-dihydropyrimidin-1(2H)-yl]benzylidene}amino]oxy}propanoate COC([C@@H](C)O/N=C/C1=C(C=C(C(=C1)N1C(N(C(=CC1=O)C(F)(F)F)C)=O)F)Cl)=O |r|